N-(5-(8-methoxynaphthalen-2-yl)imidazo[1,2-a]pyridin-2-yl)cyclopropanecarboxamide COC=1C=CC=C2C=CC(=CC12)C1=CC=CC=2N1C=C(N2)NC(=O)C2CC2